tertbutyl 5-methoxy-4-((2-(3-methoxy-4-(methoxycarbonyl)phenyl)-4-(2,2,2-trifluoroethyl)piperazin-1-yl)methyl)-7-methyl-1H-indole-1-carboxylate COC=1C(=C2C=CN(C2=C(C1)C)C(=O)OC(C)(C)C)CN1C(CN(CC1)CC(F)(F)F)C1=CC(=C(C=C1)C(=O)OC)OC